2-(1-amino-cyclohexyl)-N-[(3R,5S)-5-methyl-1-(8-trifluoromethyl-quinolin-5-yl)-piperidin-3-yl]-acetamide NC1(CCCCC1)CC(=O)N[C@H]1CN(C[C@H](C1)C)C1=C2C=CC=NC2=C(C=C1)C(F)(F)F